(6-bromo-5-methoxypyrazolo[1,5-a]pyridin-2-yl)-trimethylsilane BrC=1C(=CC=2N(C1)N=C(C2)[Si](C)(C)C)OC